4-(3-bromo-4-methyl-1H-pyrazol-1-yl)benzonitrile BrC1=NN(C=C1C)C1=CC=C(C#N)C=C1